BrCC1CN(C1)C1=C(C=NC2=CC=C(C=C12)C=1C(=C(C#N)C=C(C1)F)OCOC)C1=CC(=CC(=C1)C)F 3-[4-(3-bromomethyl-azetidin-1-yl)-3-(3-fluoro-5-methylphenyl)-quinolin-6-yl]-5-fluoro-2-methoxymethoxy-benzonitrile